FC1=C(CCN(C(OC(C)(C)C)=O)CCC=O)C=CC=C1 tert-butyl (2-fluorophenethyl)(3-oxopropyl)carbamate